FC(C(=O)O)(F)F.C(N)(=O)C1=CC(=NC=N1)N1CCC(CC1)C(=O)O 1-(6-carbamoylpyrimidin-4-yl)piperidine-4-carboxylic acid 2,2,2-trifluoroacetic acid salt